C(C)(C)(C)N(C(O)=O)C(C(=O)NCC1=CC=C(C=C1)O)CCC.C(C)P(CC)CC=1C2=CC=CC=C2C(=C2C=CC=CC12)CP(CC)CC 9,10-bis(diethylphosphinomethyl)anthracene tert-butyl(1-((4-hydroxybenzyl)amino)-1-oxopenta-2-yl)carbamate